N,N-dibenzyl-5-bromo-2'-(((2R,7aS)-2-fluorotetrahydro-1H-pyrrolizin-7a(5H)-yl)methoxy)-4'-(1,4-oxazepan-4-yl)-5',8'-dihydrospiro[isochromane-4,7'-pyrano[4,3-d]pyrimidin]-6-amine C(C1=CC=CC=C1)N(C=1C(=C2C(=CC1)COCC21CC=2N=C(N=C(C2CO1)N1CCOCCC1)OC[C@]12CCCN2C[C@@H](C1)F)Br)CC1=CC=CC=C1